C1(CCC1)CNC(CC1=CC=CC=C1)C=1C=CC=2N(C1)C=C(N2)CNC(=O)C=2N=C1N(C(C2)=O)C=CC=C1 N-[[6-[1-(cyclobutylmethylamino)-2-phenyl-ethyl]imidazo[1,2-a]pyridin-2-yl]methyl]-4-oxo-pyrido[1,2-a]pyrimidine-2-carboxamide